2-hydroxy-2-methyl-propane-1-sulfonic acid 2,2-dimethylpropyl ester CC(COS(=O)(=O)CC(C)(C)O)(C)C